2'-(Difluoromethyl)-5'-methoxy-1-(5-methyl-1,3,4-oxadiazol-2-yl)-6-oxo-1,6-dihydro-[3,4'-bipyridine]-4-Carboxylic acid methyl ester COC(=O)C=1C(=CN(C(C1)=O)C=1OC(=NN1)C)C1=CC(=NC=C1OC)C(F)F